C1(=CC=CC=C1)N=NC1=CC=C(CNC(O)=O)C=C1.N[C@H](C(=O)N1CCCC1)C(C)C (2S)-2-amino-3-methyl-1-(pyrrolidin-1-yl)butan-1-one p-(phenylazo)benzyl-carbamate